BrC1=CC(=C(C=C1F)NS(=O)(=O)C1=CN(C2=CC(=CC=C12)Cl)CCO)F N-(4-bromo-2,5-difluorophenyl)-6-chloro-1-(2-hydroxyethyl)indole-3-sulfonamide